2-chloro-4-(1H-indol-3-yl)imidazo[2,1-f][1,2,4]triazine ClC1=NN2C(C(=N1)C1=CNC3=CC=CC=C13)=NC=C2